((1a'R,2'S,3'R,7a'S)-3'-acetoxy-6'-hydroxy-2',4',6'-trimethyl-7'-oxo-1',1a',2',3',6',7'-hexahydrospiro[cyclopropane-1,5'-cyclopropa[c]inden]-2'-yl)methyl acetate C(C)(=O)OC[C@]1([C@@H](C2=C(C3(C(C([C@@]24[C@@H]1C4)=O)(C)O)CC3)C)OC(C)=O)C